FC1=CC(=C(C=C1)C(N1[C@@H](CN[C@H](C1)C)C)C1=CC=C(C=C1)F)OC (2R,5S)-1-((4-fluoro-2-methoxyphenyl)(4-fluorophenyl)methyl)-2,5-dimethylpiperazine